(2S,4R,6S)-4-(3-chlorophenyl)-2-methyl-6-(1-methyltriazol-4-yl)piperidin-4-ol ClC=1C=C(C=CC1)[C@]1(C[C@@H](N[C@@H](C1)C=1N=NN(C1)C)C)O